hydroxy-L-ornithine ON[C@@H](CCCN)C(=O)O